N(=[N+]=[N-])CCOCCOCCOCC(C)C 2-[2-[2-(2-azidoethoxy)ethoxy]ethoxymethyl]propane